BrCC1=NC=C(C=C1)CBr 2,5-Bis(bromo-methyl)pyridine